tert-Butyl-((3R,5R)-1-(2-(1-(cyclopropylmethyl)-1H-indol-2-yl)-3-methylbenzofuran-6-carbonyl)-5-fluoropiperidin-3-yl)carbamate C(C)(C)(C)OC(N[C@H]1CN(C[C@@H](C1)F)C(=O)C1=CC2=C(C(=C(O2)C=2N(C3=CC=CC=C3C2)CC2CC2)C)C=C1)=O